C(OCC(=C)C(N[C@@H]1CN(C[C@H]1F)C1=NC(=C2N=CN(C2=N1)C)NC=1C(=NN(C1)C)OC)=O)(OC1=CC=C(C=C1)[N+](=O)[O-])=O 2-(((3R,4R)-4-fluoro-1-(6-((3-methoxy-1-methyl-1H-pyrazol-4-yl)amino)-9-methyl-9H-purin-2-yl)pyrrolidin-3-yl)carbamoyl)allyl (4-nitrophenyl) carbonate